N1(CCOCC1)C=1OC(=CC(C1)=O)C1=CC=CC=2SC3=CC=CC=C3SC12 2-(4-Morpholinyl)-6-(1-thianthrenyl)-4H-Pyran-4-one